C(C)OC(C(CBr)=NO)=O bromo-2-(hydroxyimino)propionic acid ethyl ester